C[C@H]1[C@@H]([C@H]([C@H]([C@@H](O1)O[C@@H]2[C@H]([C@@H]([C@H](O[C@H]2OC3=CC(=C4C(=C3)OC(=CC4=O)C5=CC=C(C=C5)O)O)CO)O)O)O)O)O The molecule is an apigenin derivative having an alpha-(1->2)-L-rhamnopyranosyl)-beta-D-glucopyranosyl moiety attached to the 7-hydroxy group. It has a role as a metabolite. It is a neohesperidoside, a dihydroxyflavone and a glycosyloxyflavone. It derives from an apigenin.